4-(1-methylethyl)cyclohexylmethanol CC(C)C1CCC(CC1)CO